C1=C2C3=C(C=NC2=CC=C1)SC=1C=CC=CC1C3=O 12H-thiochromeno[2,3-c]quinolin-12-one